N-(4-ethoxy-2,5-difluoro-phenyl)-5-(2-pyridyl)-1H-pyrrole-3-sulfonamide C(C)OC1=CC(=C(C=C1F)NS(=O)(=O)C1=CNC(=C1)C1=NC=CC=C1)F